hydroxy-propyl methacrylate C(C(=C)C)(=O)OCCCO